C1CCC(CC1)[C@H](C(=O)N2CC[C@H]2C(=O)NCC3=CC=C(C=C3)C(=N)N)NCC(=O)O The molecule is a member of the class of azetidines that is (2S)-azetidine 2-carboxylic acid in which the carboxylic acid has been converted to the amide corresponding to formal condensation with 4-(aminomethyl)benzenecarboximidamide and in which the hydrogen attached to the azetidine nitrogen is replaced by a (2R)-2-cyclohexyl-2-[(carboxymethyl)amino]acetyl group. It has a role as an anticoagulant, an EC 3.4.21.5 (thrombin) inhibitor and a serine protease inhibitor. It is a carboxamidine, a dicarboxylic acid monoamide, a non-proteinogenic alpha-amino acid, a secondary amino compound and a member of azetidines.